1-[4-(adamantan-1-yl)phenoxy]-3-(4-methylpiperazin-1-yl)propan-2-ol C12(CC3CC(CC(C1)C3)C2)C2=CC=C(OCC(CN3CCN(CC3)C)O)C=C2